CC(C(=O)O)CCCC(CCCCCCCC)C 2,6-dimethyltetradecanoic acid